2,2-dimethyloctane-1,8-diamine CC(CN)(CCCCCCN)C